(R)-2,2'-diamino-[1,1'-binaphthyl]-6,6'-diol NC1=C(C2=CC=C(C=C2C=C1)O)C1=C(C=CC2=CC(=CC=C12)O)N